C(C)C1=CC2=C(C(C=3NC4=CC(=CC=C4C3C2=O)C#N)(C)C)C=C1N1CCN(CC1)C 9-ethyl-6,6-dimethyl-8-(4-methylpiperazin-1-yl)-11-oxo-6,11-dihydro-5H-benzo[b]carbazole-3-carbonitrile